(R)-3-(4-chlorophenyl)-N'-((4-ethynylphenyl)sulfonyl)-4-phenyl-N-(2-sulfamoylethyl)-4,5-dihydro-1H-pyrazole-1-carboximidamide ClC1=CC=C(C=C1)C1=NN(C[C@H]1C1=CC=CC=C1)C(NCCS(N)(=O)=O)=NS(=O)(=O)C1=CC=C(C=C1)C#C